(R)-N-{1-[1-(3'-acetylamino-biphenyl-4-ylmethyl)-2-hydroxycarbamoyl-ethyl]-1H-[1,2,3]triazol-4-ylmethyl}-4-fluoro-benzamide C(C)(=O)NC=1C=C(C=CC1)C1=CC=C(C=C1)C[C@H](CC(NO)=O)N1N=NC(=C1)CNC(C1=CC=C(C=C1)F)=O